6,N6-Dimethyladenosine CC1(C2=NCN([C@H]3[C@H](O)[C@H](O)[C@@H](CO)O3)C2=NC=N1)NC